8-cyclohexyl-2,6-diphenyl-9H-purine C1(CCCCC1)C=1NC2=NC(=NC(=C2N1)C1=CC=CC=C1)C1=CC=CC=C1